C1(CCN1)=O β-propionolactam